TMS-1-iodotrimethylsilane [Si](C)(C)(C)C[Si](I)(C)C